NC1=C2C(=NC=N1)N(N=C2C2=CC=C(C=C2)OC2=CC=CC=C2)[C@@H]2[C@H](CN(CC2)C2CN(C2)C2CN(C2)C(=O)OC(C)(C)C)F tert-butyl 3-[3-[(3S,4S)-4-[4-amino-3-(4-phenoxyphenyl)pyrazolo[3,4-d]pyrimidin-1-yl]-3-fluoro-1-piperidyl]azetidin-1-yl]azetidine-1-carboxylate